(R)-5-(3-isopropyl-5-(1-(2-oxopyrrolidin-3-yl)piperidin-4-yl)-1H-indol-2-yl)-1,3-dimethylpyridin-2(1H)-one C(C)(C)C1=C(NC2=CC=C(C=C12)C1CCN(CC1)[C@H]1C(NCC1)=O)C=1C=C(C(N(C1)C)=O)C